FC(C1=CC=C(C=C1)Br)F 4-(difluoromethyl)bromobenzene